3-(3-Cyano-4-fluorophenyl)-(1R)-(8,9-difluoro-3R-oxido-6-oxo-1,4,5,6-tetrahydro-2H-thiopyrano[3,4-c]isoquinolin-1-yl)-1-methylurea C(#N)C=1C=C(C=CC1F)NC(N(C)[C@H]1C[S@](CC=2NC(C=3C=C(C(=CC3C21)F)F)=O)=O)=O